3-(3-(bis(tert-butoxycarbonyl) amino)-2-chloro-6-fluorophenoxy)-2-methyl-6-nitrobenzoate C(C)(C)(C)OC(=O)N(C=1C(=C(OC=2C(=C(C(=O)[O-])C(=CC2)[N+](=O)[O-])C)C(=CC1)F)Cl)C(=O)OC(C)(C)C